diphenyldimethylethylene C1(=CC=CC=C1)C(=C(C)C1=CC=CC=C1)C